1-(4-(2-chlorophenyl)-3,4-dihydroquinoxaline-1(2H)-yl)-2-(piperidin-1-yl)propan-1-one ClC1=C(C=CC=C1)N1CCN(C2=CC=CC=C12)C(C(C)N1CCCCC1)=O